triallylmethyl-phosphine oxide C(C=C)C(CC=C)(CC=C)[PH2]=O